ClC1=CC=C(C=C1)C=1N=CN(C1C1=CC=NC=C1)CC(=O)N1CCC2(CN(C2)C(=O)OC(C)(C)C)CC1 tert-butyl 7-{2-[4-(4-chlorophenyl)-5-(pyridin-4-yl)-1H-imidazol-1-yl]acetyl}-2,7-diazaspiro[3.5]nonane-2-carboxylate